ammonium oxalate salt C(C(=O)[O-])(=O)[O-].[NH4+].[NH4+]